tert-butyl 4-(5-(2,5-dioxo-2,5-dihydro-1H-pyrrol-1-yl)-4-fluoro-2-(3-oxo-3-(2,3,5,6-tetrafluorophenoxy)propyl)phenoxy)butanoate O=C1N(C(C=C1)=O)C=1C(=CC(=C(OCCCC(=O)OC(C)(C)C)C1)CCC(OC1=C(C(=CC(=C1F)F)F)F)=O)F